(5-amino-8-(1-ethyl-1H-pyrazol-5-yl)-2-(hydroxymethyl)-[1,2,4]triazolo[1,5-c]pyrimidin-7-yl)benzonitrile NC1=NC(=C(C=2N1N=C(N2)CO)C2=CC=NN2CC)C2=C(C#N)C=CC=C2